C(C(C#N)C#N)(C#N)(C#N)C#N ethane-1,1,1,2,2-pentacarbonitrile